C(#N)C1=NC=CC=C1NC(=O)C=1C=NC(=NC1)C1CC1 N-(2-cyanopyridin-3-yl)-2-cyclopropylpyrimidine-5-carboxamide